OC[C@H]1N(C[C@@H]([C@H]([C@@H]1O)O)O)C[C@@H]1CN(CC1)C1=CC=CC=C1 (2R,3R,4R,5S)-2-(hydroxymethyl)-1-(((R)-1-phenylpyrrolidin-3-yl)methyl)piperidine-3,4,5-triol